(S)-6-chloro-2-(1-cyclopropylethyl)-4-(4-hydroxy-4-methylpiperidin-1-yl)-1,2-dihydro-3H-pyrrolo[3,4-c]pyridin-3-one ClC1=CC2=C(C(=N1)N1CCC(CC1)(C)O)C(N(C2)[C@@H](C)C2CC2)=O